CC1=C(C(=O)NC2(CC2)C2=C3C=CC=NC3=CC=C2)C=C(C=C1)OC[C@H]1NCCC1 (s)-2-Methyl-5-(pyrrolidin-2-ylmethoxy)-N-(1-(quinolin-5-yl)cyclopropyl)benzamide